NC1=NC=CC=C1C1=NC=2C(=NC(=CC2Br)N2N=CC=C2)N1C=1C=C2CC[C@@H](C2=CC1)NC(C1=CC(=C(C=C1)OCC1=CC=CC=C1)C1OCCO1)=O (S)-N-(5-(2-(2-aminopyridin-3-yl)-7-bromo-5-(1H-pyrazol-1-yl)-3H-imidazo[4,5-b]pyridin-3-yl)-2,3-dihydro-1H-inden-1-yl)-4-(benzyloxy)-3-(1,3-dioxolan-2-yl)benzamide